5,8-dihydroxy-2-(1-hydroxy-4-methylpent-3-en-1-yl)naphthalene-1,4-dione OC1=C2C(C=C(C(C2=C(C=C1)O)=O)C(CC=C(C)C)O)=O